1-(2-((3-(2-hydroxyphenyl)-5-methyl-7H-pyrrolo[2,3-c]pyridazin-6-yl)methyl)azetidin-1-yl)prop-2-en-1-one OC1=C(C=CC=C1)C1=CC2=C(N=N1)NC(=C2C)CC2N(CC2)C(C=C)=O